5-(2-ethoxy-3-pyridinyl)-1-ethyl-N-[tetrahydrofuran-3-yl]pyrazolo[4,3-b]pyridin-7-amine C(C)OC1=NC=CC=C1C1=CC(=C2C(=N1)C=NN2CC)NC2COCC2